1-(4-bromophenyl)-3-(pyridin-4-yl)pyrazol BrC1=CC=C(C=C1)N1N=C(C=C1)C1=CC=NC=C1